tert-butyl (2-benzyl-2-azabicyclo[2.2.1]heptan-4-yl)carbamate C(C1=CC=CC=C1)N1C2CCC(C1)(C2)NC(OC(C)(C)C)=O